[Na].OC=1C=C(C=CC1)N1C(C(NC=2C3=C(C=CC12)C=CC=C3)=O)=O 4-(3-hydroxyphenyl)-1,4-dihydrobenzo[f]quinoxalin-2,3-dione sodium salt